CN(C(=O)[C@H]1N(C(N(C1)C(=O)OC(C)(C)C)=O)C1=NC(=CC(=C1)C(F)(F)F)C)C1=CC=C2C(=NN(C2=C1)C1OCCCC1)C (4S)-tert-butyl 4-(methyl(3-methyl-1-(tetrahydro-2H-pyran-2-yl)-1H-indazol-6-yl)carbamoyl)-3-(6-methyl-4-(trifluoromethyl)pyridin-2-yl)-2-oxoimidazolidine-1-carboxylate